tert-Butyl (2-(5-nitro-[1,1'-biphenyl]-2-yl)ethyl)carbamate [N+](=O)([O-])C=1C=CC(=C(C1)C1=CC=CC=C1)CCNC(OC(C)(C)C)=O